(1R,4R)-4-(2-amino-2-methylpropyl)-N,N-dimethylcyclohexane-1-sulfonamide NC(CC1CCC(CC1)S(=O)(=O)N(C)C)(C)C